BrC=1C=CC(=NC1C(=O)OC(C)(C)C)N1CC2=C(C=C(C=C2CC1)N(C)CCN(C)C(=O)OC(C)(C)C)C(=O)OC methyl 2-(5-bromo-6-(tert-butoxycarbonyl)pyridin-2-yl)-6-((2-((tert-butoxycarbonyl)(methyl)amino)ethyl)(methyl)amino)-1,2,3,4-tetrahydroisoquinoline-8-carboxylate